7-((2-Bromoacetoxy)methyl)-3-((3-isopropoxy-3-oxopropyl)amino)benzo[e][1,2,4]triazine 1,4-dioxide BrCC(=O)OCC1=CC2=C([N+](=C(N=[N+]2[O-])NCCC(=O)OC(C)C)[O-])C=C1